ClC=1C(C(=C(CC1)C(=O)[O-])C)=CN(C)C 4-chloro-3-((dimethylamino) methylene)-2-methylcyclohexa-1,4-diene-1-carboxylate